C(N)(=O)C1=NC=CC(=C1)NC(=O)C1=C(N=NC(=C1)C(F)(F)F)OC1=C(C=C(C=C1)F)OC N-(2-Carbamoylpyridin-4-yl)-3-(4-fluoro-2-methoxyphenoxy)-6-(trifluoromethyl)pyridazine-4-carboxamide